phenyl-(2R,3R,4R,5S)-2-(hydroxymethyl)-1-(2-(thien-3-yl)ethyl)piperidine-3,4,5-triol C1(=CC=CC=C1)[C@@]1(N(C[C@@H]([C@H]([C@@H]1O)O)O)CCC1=CSC=C1)CO